C(C)C=1N=C2N(C=C(C=C2)C=2C=NC(=CC2)N2CCN(CC2)C(=O)[C@H]2NC[C@@H](C2)O)C1N(C=1SC(=C(N1)C1=CC=C(C=C1)F)C#N)C 2-((2-ethyl-6-(6-(4-((2S,4R)-4-hydroxypyrrolidine-2-carbonyl)piperazin-1-yl)pyridin-3-yl)imidazo[1,2-a]pyridin-3-yl)(methyl)amino)-4-(4-fluorophenyl)thiazole-5-carbonitrile